COC=1C=2N(N=CC1)C=CN2 8-methoxyimidazo[1,2-b]pyridazine